8-((2,3-dichlorophenyl)thio)-5-(3,5-dimethylpiperazin-1-yl)imidazo[1,2-c]pyrimidine ClC1=C(C=CC=C1Cl)SC=1C=2N(C(=NC1)N1CC(NC(C1)C)C)C=CN2